FC(C=1C=C(C=CC1)NC(=O)C1=C(N(C(=C1)C1=CC=CC=C1)CCCN1CCOCC1)C)(F)F N-(3-(trifluoromethyl)phenyl)-2-methyl-1-(3-morpholinopropyl)-5-phenyl-1H-pyrrole-3-carboxamide